C(C)(C)NCC(COC1=C(C=C(C=C1)\C=C\C)OC)O (E)-1-(isopropylamino)-3-(2-methoxy-4-(prop-1-en-1-yl)phenoxy)propan-2-ol